12-((6-(1-(isopropoxycarbonyl)-2,3-dihydro-1H-pyrido[2,3-b][1,4]oxazin-7-yl)benzo[d]thiazol-2-yl)amino)-12-oxododecanoic acid C(C)(C)OC(=O)N1C2=C(OCC1)N=CC(=C2)C2=CC1=C(N=C(S1)NC(CCCCCCCCCCC(=O)O)=O)C=C2